ClC=1C=C(C=CC1Cl)/C=C/C(=O)C1=CC=C(C=C1)O (E)-3-(3,4-dichlorophenyl)-1-(4-hydroxyphenyl)prop-2-en-1-one